C(C)(C)(C)OC(=O)NC=1C=C(C2=C(NC(CO2)=O)C1)B(O)O [6-(Tert-Butoxycarbonylamino)-3-oxo-4H-1,4-benzoxazin-8-yl]boronic acid